CC1CC(CCCCCCCC(C1)=O)=O 3-methylcyclododecane-1,5-dione